8-(1,3-dimethyl-1H-indazol-5-yl)-2,7-dimethyl-N-(4-(methylsulfonyl)benzyl)pyrazolo[1,5-a][1,3,5]triazin-4-amine CN1N=C(C2=CC(=CC=C12)C=1C(=NN2C1N=C(N=C2NCC2=CC=C(C=C2)S(=O)(=O)C)C)C)C